(S)-N-(3,3-dimethylbutan-2-yl)-3-(3-isobutoxyphenyl)-1-methyl-4-((4-methylphenyl)sulphonamido)-1H-pyrazole-5-carboxamide CC([C@H](C)NC(=O)C1=C(C(=NN1C)C1=CC(=CC=C1)OCC(C)C)NS(=O)(=O)C1=CC=C(C=C1)C)(C)C